1-((1S,4S)-5-(4-((6-(cyclopropylmethoxy)pyridin-3-yl)amino)pyrido[3,2-d]pyrimidin-6-yl)-2,5-diazabicyclo[2.2.1]heptan-2-yl)prop-2-en-1-one C1(CC1)COC1=CC=C(C=N1)NC=1C2=C(N=CN1)C=CC(=N2)N2[C@@H]1CN([C@H](C2)C1)C(C=C)=O